(5-aminopyrazin-2-yl)propan-2-ol NC=1N=CC(=NC1)CC(C)O